ethyl (3S)-3-[2-(5-bromo-2-chlorophenyl)-2-[2-oxo-4-(trifluoromethyl)pyridin-1-yl]acetamido]-3-{5-cyclopropyl-4-fluoro-2'-hydroxy-6'-methyl-[1,1'-biphenyl]-3-yl}propanoate BrC=1C=CC(=C(C1)C(C(=O)N[C@@H](CC(=O)OCC)C=1C=C(C=C(C1F)C1CC1)C1=C(C=CC=C1C)O)N1C(C=C(C=C1)C(F)(F)F)=O)Cl